C1(=CC=CC=C1)C1=CC=C(C=C1)N 4'-biphenylamine